C(C)OC(C(C(C(=O)OCC)CC(CC)CC)CC(CC)CC)=O 2,3-bis(2-ethylbutyl)succinic acid diethyl ester